4-(1,1-di-methylethyl)-benzenepropanal CC(C)(C)C1=CC=C(C=C1)CCC=O